5-(4-fluoro-phenoxy)-pyridin FC1=CC=C(OC=2C=CC=NC2)C=C1